N(=[N+]=[N-])CC=1N=C2N(C=C(C=C2C2(COC2)O)C2CC2)C1 3-(2-(azidomethyl)-6-cyclopropylimidazo[1,2-a]pyridin-8-yl)oxetan-3-ol